ClC1=C(C=C(C=C1)N(C(=O)C1N(NC(C1)=O)C1=NC(=CC(=N1)C)C(F)(F)F)CC#CC=1N=NC(=CC1)C)C N-(4-chloro-3-methylphenyl)-2-(4-methyl-6-(trifluoromethyl)pyrimidin-2-yl)-N-(3-(6-methylpyridazin-3-yl)prop-2-yn-1-yl)-5-oxopyrazolidine-3-carboxamide